4-[3-[[2-chloro-4-[[3-(2,3-difluoro-4-methoxyphenyl)imidazo[1,2-a]pyrazin-8-yl]amino]benzoyl]amino]propyl]piperazine-2-carboxylic acid ClC1=C(C(=O)NCCCN2CC(NCC2)C(=O)O)C=CC(=C1)NC=1C=2N(C=CN1)C(=CN2)C2=C(C(=C(C=C2)OC)F)F